FC1(OC2=C(O1)C=CC(=C2)C(=O)N2CCN(CC2)C(=O)C2=CNC1=CC=C(C=C21)F)F (2,2-difluorobenzo[d][1,3]dioxol-5-yl)(4-(5-fluoro-1H-indole-3-carbonyl)piperazin-1-yl)methanone